(tetramethyl)silane C[Si](C)(C)C